C(C1=CC=CC=C1)OC(CC[C@@H]1N(CCC1)C(=O)OCC1=CC=CC=C1)=O |r| (±)-Benzyl 2-(3-(benzyloxy)-3-oxopropyl)pyrrolidine-1-carboxylate